C(C)C1=C(C(=C(C(=C1CN=C=O)CC)CN=C=O)CC)CN=C=O 1,3,5-triethyl-2,4,6-tris(isocyanatomethyl)benzene